N-(1-(4-(trifluoromethyl)phenyl)ethyl)propanamide FC(C1=CC=C(C=C1)C(C)NC(CC)=O)(F)F